ICCCCCCCCCCC\C=C/CCO (3Z)-15-iodo-3-pentadecen-1-ol